C(C)(C)(C)OC(=O)NCCCN1N=C(C=C1CCl)C1=CC=C(OC[C@H](C(=O)OC(C)(C)C)O[Si](C)(C)C(C)(C)C)C=C1 tert-butyl (R)-3-(4-(1-(3-((tert-butoxycarbonyl) amino)-propyl)-5-(chloromethyl)-1H-pyrazol-3-yl) phenoxy)-2-((tert-butyldimethylsilyl)-oxy)-propanoate